N-(5-[N-(3,4-dihydro-2-methyl-4-oxoquinazolin-6-ylmethyl)-N-methylamino]-2-thenoyl)-L-glutamic acid CC1=NC2=CC=C(C=C2C(N1)=O)CN(C)C1=CC=C(S1)C(=O)N[C@@H](CCC(=O)O)C(=O)O